5-bromo-7-(1-(difluoromethyl)-1H-pyrazol-4-yl)-2-methyl-2,3-dihydro-[1,4]dioxino[2,3-c]pyridine BrC1=NC(=CC2=C1OCC(O2)C)C=2C=NN(C2)C(F)F